8-[(1R)-1-(2-bromo-4-fluoro-anilino)ethyl]-6-methyl-2-(1-piperidyl)chromen-4-one BrC1=C(N[C@H](C)C=2C=C(C=C3C(C=C(OC23)N2CCCCC2)=O)C)C=CC(=C1)F